tert-butyl (S)-(2-hydroxybutyl)((7-hydroxyisoquinolin-6-yl)methyl)carbamate O[C@H](CN(C(OC(C)(C)C)=O)CC=1C=C2C=CN=CC2=CC1O)CC